5-chloro-7-vinyl-1H-pyrazolo[4,3-b]pyridine ClC1=CC(=C2C(=N1)C=NN2)C=C